C(C1=CC=CC=C1)OC1=C(C(=CC(=C1)C(F)F)O)C(=O)N1CC2=NC=C(C=C2C1)CN(C)C (2-(Benzyloxy)-4-(difluoromethyl)-6-hydroxyphenyl)(3-((dimethylamino)methyl)-5,7-dihydro-6H-pyrrolo[3,4-b]pyridin-6-yl)methanone